FC(C=1C=C2C(=CC=NC2=NC1C=1C=NN(C1)C)B(O)O)F (6-(difluoromethyl)-7-(1-methyl-1H-pyrazol-4-yl)-1,8-naphthyridin-4-yl)boronic acid